BrC=1C=CC(=NC1)OCCOC(C=O)CCC 2-(2-(5-bromopyridin-2-yloxy)ethoxy)valeraldehyde